OC1CC=C(CC1)C1=NN=C(S1)C=1C(=C2C(=NC1)NC=C2)NC2C[C@@H]1[C@@H](CN(C1)S(=O)(=O)NCCO)C2 (3aR,5s,6aS)-5-((5-(5-(4-hydroxycyclohex-1-en-1-yl)-1,3,4-thiadiazol-2-yl)-1H-pyrrolo[2,3-b]pyridin-4-yl)amino)-N-(2-hydroxyethyl)hexahydrocyclopenta[c]pyrrole-2(1H)-sulfonamide